5-(8-((3-hydroxy-3-methylbutyl)amino)imidazo[1,2-b]pyridazin-6-yl)pyrimidine-2,4(1H,3H)-dione OC(CCNC=1C=2N(N=C(C1)C=1C(NC(NC1)=O)=O)C=CN2)(C)C